CN1N=NC(=C1C=1C=C2C(=NC1)C1=C(N2C(CC2CCOCC2)C2=CC=CC=C2)C=C(N1C)C(C)(C)O)C 2-(6-(1,4-dimethyl-1H-1,2,3-triazol-5-yl)-1-methyl-4-(1-phenyl-2-(tetrahydro-2H-pyran-4-yl)ethyl)-1,4-dihydropyrrolo[2',3':4,5]pyrrolo[3,2-b]pyridin-2-yl)propan-2-ol